COC(=O)C1=NN2C(C(CCC2)C2=CC=CC=C2)=N1 8-phenyl-5,6,7,8-tetrahydro-[1,2,4]triazolo[1,5-a]pyridine-2-carboxylic acid methyl ester